4-(2-oxoethyl)piperidine-1,4-dicarboxylic acid 1-(tert-butyl) ester 4-methyl ester COC(=O)C1(CCN(CC1)C(=O)OC(C)(C)C)CC=O